[N+](=[N-])=C(C#C)CCC(C)=O diazoheptyn-6-one